C[C-]1C(=CC=C1)C(=C)C.[CH-]1C=CC=C1.[Fe+2] 1-methyl-2-(1-methylethenyl)ferrocene